[Li-].C(#N)CN(C(C1=CC=CC=C1)=O)C=1C(=C(C(=O)NC2=C(C=C(C=C2)C(C(F)(F)F)(C(F)(F)F)F)C(F)(F)F)C=CC1)F 3-[N-(cyanomethyl)benzamido]-2-fluoro-N-[4-(perfluoropropane-2-yl)-2-(trifluoromethyl)phenyl]benzamide lithium (1-)